FC=1C=C(OC2=CC=C(C=N2)[C@H](C)N[S@](=O)C(C)(C)C)C=CC1F (R)-N-((S)-1-(6-(3,4-difluorophenoxy)pyridin-3-yl)ethyl)-2-methylpropan-2-sulfinamide